CN1N=C(N=C1N1CCCC1)\C=C\CC1=CC=CC=C1 (E)-1-methyl-3-(3-phenylprop-1-en-1-yl)-5-(pyrrolidin-1-yl)-1H-1,2,4-triazole